COCCOS(=O)(=O)C Methanesulfonic acid 2-methoxyethyl ester